CSC1=NC=C(C(=N1)OC1=CC=CC=C1)C(=O)OCC ethyl 2-methylsulfanyl-4-phenoxy-pyrimidine-5-carboxylate